CCCCCCCCCCCC(=O)OC[C@H](COP(=O)(O)OC[C@@H](C(=O)O)N)OC(=O)CCCCCCC/C=C\C/C=C\CCCCC 1-dodecanoyl-2-(9Z,12Z-octadecadienoyl)-glycero-3-phosphoserine